C=1(SC(=C2C=NC=CC21)C(=O)O)C(=O)O thieno[3,4-c]pyridine-1,3-dicarboxylic acid